8-(4-chloro-3-methyl-phenyl)-N-methyl-6,9-dioxo-5-(4-(trifluoromethyl)-benzyl)-2,5,8-triazaspiro-[3.5]nonane-2-carboxamide ClC1=C(C=C(C=C1)N1CC(N(C2(CN(C2)C(=O)NC)C1=O)CC1=CC=C(C=C1)C(F)(F)F)=O)C